FC1=CC=CC=2OCCOC3=CC(=CC=C3C3=NNC4=CN=C(C12)C=C34)N3CCN(CC3)C 16-fluoro-5-(4-methylpiperazin-1-yl)-8,11-dioxa-19,22,23-triazapentacyclo[16.5.2.02,7.012,17.021,24]pentacosa-1(23),2,4,6,12(17),13,15,18,20,24-decaene